N1N=CC2=C(C=CC=C12)C=1N=CC(=NC1)N1C([C@@H]2N(CCN(C2)C#N)CC1)=O (R)-8-(5-(1H-indazol-4-yl)pyrazin-2-yl)-9-oxooctahydro-2H-pyrazino[1,2-a]pyrazine-2-carbonitrile